CC=1C(=NN2C1OCCC2)C=O (3-methyl-6,7-dihydro-5H-pyrazolo[5,1-b][1,3]oxazin-2-yl)methanone